C(C)C=1NN=C2C(N(CCC21)C2=CC=C(C=C2)C2CNCCO2)=O 3-Ethyl-6-(4-(morpholin-2-yl)phenyl)-2,4,5,6-tetrahydro-7H-pyrazolo[3,4-c]pyridin-7-one